C(C)(C)(C)C(C(C(=O)OCC(COC(C(C(C1=CC=CC=C1)C(C)(C)C)(O)C(C)(C)C)=O)(COC(C(C(C1=CC=CC=C1)C(C)(C)C)(O)C(C)(C)C)=O)COC(C(C(C1=CC=CC=C1)C(C)(C)C)(O)C(C)(C)C)=O)(O)C(C)(C)C)C1=CC=CC=C1 pentaerythritol tetra(di-tert-butyl hydroxy hydrocinnamate)